C(=O)O.NC1=CN=NC2=CC(=CC=C12)C=1C=C(C=CC1N1N=CC=N1)B(O)O [3-(4-aminocinnolin-7-yl)-4-(triazol-2-yl)phenyl]boronic acid formate salt